tert-butyl 4-[[6-[[5-fluoro-4-(7-fluoro-3-isopropyl-2-methyl-benzimidazol-5-yl)pyrimidin-2-yl]amino]-3-pyridyl]methyl]piperidine-1-carboxylate FC=1C(=NC(=NC1)NC1=CC=C(C=N1)CC1CCN(CC1)C(=O)OC(C)(C)C)C1=CC2=C(N=C(N2C(C)C)C)C(=C1)F